4-chloro-3,5-dimethyl-1H-Pyrazole ClC=1C(=NNC1C)C